2-acetamido-2-(4-hydroxy-1-((2-(5,6,7,8-tetrahydro-1,8-naphthyridin-2-yl)ethyl)carbamoyl)piperidin-4-yl)acetic acid C(C)(=O)NC(C(=O)O)C1(CCN(CC1)C(NCCC1=NC=2NCCCC2C=C1)=O)O